C(CCC=C)(=O)N 4-pentenamide